ClC1=NC=C(C(=C1)C1=C(C=NC(=C1)C)C(=O)NC=1SC2=C(N1)CN(C2)C(=O)C=2C(=NN(C2Cl)C)C(F)F)OC 2'-chloro-N-(5-(5-chloro-3-(difluoromethyl)-1-methyl-1H-pyrazole-4-carbonyl)-5,6-dihydro-4H-pyrrolo[3,4-d]thiazol-2-yl)-5'-methoxy-6-methyl-[4,4'-bipyridine]-3-carboxamide